Di-tert-butyl oct-4-ene-2,7-dicarboxylate CC(CC=CCC(C)C(=O)OC(C)(C)C)C(=O)OC(C)(C)C